tert-Butyl N-(5-bromo-2-iodo-4-methyl-3-pyridyl)-N-(3-bromo-2-methyl-propyl)carbamate BrC=1C(=C(C(=NC1)I)N(C(OC(C)(C)C)=O)CC(CBr)C)C